C(C=C)(=O)N1C(CN(CC1)C1=C(C(N(C2=NC(=C(C=C12)Cl)C1=C(C(=CC(=C1F)Cl)Cl)N)C=1C(=NC=CC1C)C(C)C)=O)C#N)CC#N (4-propenoyl-3-(cyanomethyl)piperazin-1-yl)-7-(2-amino-3,5-dichloro-6-fluorophenyl)-6-chloro-1-(2-isopropyl-4-methylpyridin-3-yl)-2-oxo-1,2-dihydro-1,8-naphthyridine-3-carbonitrile